FC1(CNC12CCC(CC2)C2CC21N(CCC(C1)C(=O)N)C(=O)C1=NNC(=C1)C1=CC(=NC=C1F)OC)F ((4S,7r)-3,3-difluoro-1-azaspiro[3.5]nonan-7-yl)-4-(5-(5-fluoro-2-methoxypyridin-4-yl)-1H-pyrazole-3-carbonyl)-4-azaspiro[2.5]octane-7-carboxamide